F[C@@H]1CN(CC[C@@H]1OC)C=1N=NC=C(N1)NC=1N=CC2=C(C=CC(=C2C1)C(C)C)N1CC(C1)CS(=O)(=O)C N-{3-[(3R,4S)-3-fluoro-4-methoxypiperidin-1-yl]-1,2,4-triazin-5-yl}-8-[3-(methanesulfonylmeth-yl)azetidin-1-yl]-5-(propan-2-yl)isoquinolin-3-amine